FC(C(=O)O)(F)F.SC[C@@H](C(=O)NC([C@@H](C1=CC=CC=C1)NC)CS)NC (R)-3-mercapto-N-((R)-3-mercapto-1-(methylamino)-1-phenylpropan-2-yl)-2-(methylamino)propanamide trifluoroacetate